tert-butyl (3-formylbenzyl)carbamate C(=O)C=1C=C(CNC(OC(C)(C)C)=O)C=CC1